N-benzyloxycarbonyl-β-alanine C(C1=CC=CC=C1)OC(=O)NCCC(=O)O